methyl 3-(2-amino-3-(1H-imidazol-4-yl)propanamido)propanoate NC(C(=O)NCCC(=O)OC)CC=1N=CNC1